(11,11-diphenyl-11H-benzo[b]fluoren-4-yl)-4,4,5,5-tetramethyl-1,3,2-dioxaborolane C1(=CC=CC=C1)C1(C=2C=CC=C(C2C=2C=C3C(=CC12)C=CC=C3)B3OC(C(O3)(C)C)(C)C)C3=CC=CC=C3